4-(5-nitro-2-(trifluoromethyl)phenyl)morpholine [N+](=O)([O-])C=1C=CC(=C(C1)N1CCOCC1)C(F)(F)F